N-stearyl-erucylamide C(CCCCCCCCCCCCCCCCC)[N-]CCCCCCCCCCCC\C=C/CCCCCCCC